2-(6-bromo-4,4-dimethyl-1-oxo-3H-isoquinolin-2-yl)acetic acid methyl ester COC(CN1C(C2=CC=C(C=C2C(C1)(C)C)Br)=O)=O